copper-lanthanum-cerium [Ce].[La].[Cu]